N-(5-phenyl-1,3,4-oxadiazol-2-yl)-2-(3,4-dichlorophenoxy)benzamide C1(=CC=CC=C1)C1=NN=C(O1)NC(C1=C(C=CC=C1)OC1=CC(=C(C=C1)Cl)Cl)=O